(S)-9-((2-(1-(3-ethoxy-4-methoxyphenyl)-2-(methyl-sulfonyl)ethyl)-1,3-dioxoisoindolin-4-yl)amino)-9-oxononanoic acid methyl ester COC(CCCCCCCC(=O)NC1=C2C(N(C(C2=CC=C1)=O)[C@H](CS(=O)(=O)C)C1=CC(=C(C=C1)OC)OCC)=O)=O